C(C=C)C1(CCN(CC1)C(=O)OC(C)(C)C)NC(=O)OCC1=CC=CC=C1 tert-butyl 4-allyl-4-(benzyloxycarbonylamino)piperidine-1-carboxylate